C(#N)C[C@@H]1N(CCN(C1)C1=NC(=NC2=C(C(=CC=C12)C1=CC=CC2=CC=CC(=C12)C#C)F)OC[C@]12CCCN2C[C@@H](C1)F)C(=O)OC(C)(C)C tert-butyl (S)-2-(cyanomethyl)-4-(7-(8-ethynylnaphth-1-yl)-8-fluoro-2-(((2R,7aS)-2-fluorotetrahydro-1H-pyrrolizin-7a(5H)-yl)methoxy)quinazolin-4-yl)piperazine-1-carboxylate